ethyl-1-methylbicyclo[3.1.0]hexane C(C)C1C2(CC2CC1)C